(3-methylphenyl)-2,5-dioxabicyclo[4.1.0]heptane-7-carboxamide CC=1C=C(C=CC1)C12OCCOC2C1C(=O)N